ethyl 6-bromo-1-(cyanomethyl)-1H-indole-2-carboxylate BrC1=CC=C2C=C(N(C2=C1)CC#N)C(=O)OCC